2-(4-hydroxybenzyl)isoindoline-1,3-dione OC1=CC=C(CN2C(C3=CC=CC=C3C2=O)=O)C=C1